ClC1=NC=CC(=C1C(F)(F)F)\C=C\OCC 2-chloro-4-[(E)-2-ethoxyethenyl]-3-(trifluoromethyl)pyridine